CC=1C=CC=NC1 5-methylpyridine